3,5-dimethyl-4-nitro-pyridine CC=1C=NC=C(C1[N+](=O)[O-])C